FC1=C(C=C(C=C1)C=1OC(=NN1)C=1OC=CC1)NC(C1=C(C=CC(=C1)OCCO)OC)=O N-(2-fluoro-5-(5-(furan-2-yl)-1,3,4-oxadiazol-2-yl)phenyl)-5-(2-hydroxyethoxy)-2-methoxybenzamide